4,4'-((2-methylenepropane-1,3-diyl)bis(oxy))bis(isopropylbenzene) C=C(COC1=CC=C(C=C1)C(C)C)COC1=CC=C(C=C1)C(C)C